C[SiH](C1=CC(=CC(=C1)[SiH](C1=CC=CC=C1)C)[SiH](C1=CC=CC=C1)C)C1=CC=CC=C1 1,3,5-tris(methylphenylsilyl)benzene